CC1=C(C(=NC=C1N)N1N=NC=C1)N methyl-2-(1H-1,2,3-triazol-1-yl)pyridine-3,5-diamine